methyl (3R,6S)-6-methylpiperidine-3-carboxylate C[C@H]1CC[C@H](CN1)C(=O)OC